3-methyl-1-oxo-butan CC(CC=O)C